Methyl-({4-chloro-5-(6-fluoropyridin-3-yl)-1-[3-(methylsulfinyl)pyridin-2-yl]-1H-pyrazol-3-yl}oxy)(methoxy)acetate COC(C(OC)OC1=NN(C(=C1Cl)C=1C=NC(=CC1)F)C1=NC=CC=C1S(=O)C)=O